ClC1=NC=C(C(=C1)C1=CC=NC(=C1)C)OC[2H] 2'-chloro-5'-deuteromethoxy-6-methyl-[4,4'-bipyridine]